N1(CCC1)C(CN1N=C(C2=NC=C(C=C21)C2=CC(=C(C=C2)Cl)C)C)=O 1-(Azetidin-1-yl)-2-[6-(4-chloro-3-methylphenyl)-3-methyl-pyrazolo[4,3-b]pyridin-1-yl]ethanone